Cl.Cl.N[C@]1([C@@H](CC[C@H](C1)CCB(O)O)CNC([C@H](CCSC)N)=O)C(=O)O (1R,2S,5R)-1-Amino-2-(((S)-2-amino-4-(methylthio)butanamido)methyl)-5-(2-boronoethyl)cyclohexane-1-carboxylic acid dihydrochloride